3-(4-amino-2-fluorophenyl)-5-bromopyridin-2-amine NC1=CC(=C(C=C1)C=1C(=NC=C(C1)Br)N)F